S1NNCC2=C1C=CC=C2 3,4-dihydrobenzothiadiazine